(E)-3-(benzenesulfonyl)-1-(4-trifluoromethylphenyl)-2-propen-1-one C1(=CC=CC=C1)S(=O)(=O)/C=C/C(=O)C1=CC=C(C=C1)C(F)(F)F